COC=1C(=NC(=NC1)C(=C)C)OCC[Si](C)(C)C 5-methoxy-2-(prop-1-en-2-yl)-4-(2-(trimethylsilyl)ethoxy)-pyrimidine